Ethyl 5-(2-phenylpropan-2-yl)-1,3-oxazole-2-carboxylate C1(=CC=CC=C1)C(C)(C)C1=CN=C(O1)C(=O)OCC